[Br-].C(C(=C)C)(=O)OCCC[N+](C)(C)C methacryloxypropyl-trimethyl-ammonium bromide